C(#N)C1=C(C=C(C=C1)C1=CN=C(S1)NC(=O)C1=CN(C(C=C1)=O)C)OC(C)C N-(5-(4-cyano-3-isopropoxyphenyl)thiazol-2-yl)-1-methyl-6-oxo-1,6-dihydropyridine-3-carboxamide